N-(4-chloro-5-propionylpyridin-2-yl)cyclopropane-carboxamide ClC1=CC(=NC=C1C(CC)=O)NC(=O)C1CC1